3-(3-methoxyphenoxy)aniline (3aS,6aS)-5-(4-(2-(2-aminopyridin-3-yl)-5-(4-fluorophenyl)-3H-imidazo[4,5-b]pyridin-3-yl)benzyl)hexahydropyrrolo[3,4-c]pyrrole-2(1H)-carboxylate NC1=NC=CC=C1C1=NC=2C(=NC(=CC2)C2=CC=C(C=C2)F)N1C1=CC=C(CN2C[C@@H]3[C@@H](C2)CN(C3)C(=O)O)C=C1.COC=1C=C(OC=3C=C(N)C=CC3)C=CC1